CN1CC(OCC1)CNC=1N=C(C2=C(N1)CN(C2)C#N)C=2C=NC=CC2 2-(((4-methylmorpholin-2-yl)methyl)amino)-4-(pyridin-3-yl)-5,7-dihydro-6H-pyrrolo[3,4-d]pyrimidine-6-carbonitrile